C(C1=CC=CC=C1)OC1=C2C(=CN=C1C(=O)OC)OC=C2 methyl 4-(benzyloxy)furo[2,3-c]pyridine-5-carboxylate